C(#N)C=1N=C([N-]C1C#N)C(F)(F)F.[Li+] lithium 4,5-dicyano-2-(trifluoromethyl)imidazol-1-ide